(2S,3R)-3-((2-amino-6-methylpyridin-4-yl)methyl)-N2-(1-methyl-1H-pyrazol-4-yl)-N1-((R)-1-(2,4-difluorophenyl)propyl)-N2-methyl-4-oxoazetidine-1,2-dicarboxamide NC1=NC(=CC(=C1)C[C@@H]1[C@H](N(C1=O)C(=O)N[C@H](CC)C1=C(C=C(C=C1)F)F)C(=O)N(C)C=1C=NN(C1)C)C